N1C(=NC2=C1C=CC(=C2)C(=O)N)C(=O)N 1H-benzimidazole-2,5-dicarboxamide